4-(((5-(2'-chloro-5'-methoxy-6-methyl-(4,4'-bipyridine)-3-carboxamido)-1,3,4-thiadiazol-2-yl)oxy)methyl)piperidine-1-carboxylic acid tert-butyl ester C(C)(C)(C)OC(=O)N1CCC(CC1)COC=1SC(=NN1)NC(=O)C=1C=NC(=CC1C1=CC(=NC=C1OC)Cl)C